trans-2,3-Hexandiol CC(C(CCC)O)O